2H-quinazolin N1CN=CC2=CC=CC=C12